1-methyl-5-(trifluoromethyl)pyrazole CN1N=CC=C1C(F)(F)F